7-((3,5-Difluoro-4-((5-(trifluoromethyl)pyridin-3-yl)oxy)benzyl)oxy)-3,4,11,11a-tetrahydro-1H-pyrazino[1',2':3,4]imidazo[1,2-c]pyrimidin-9(2H)-one FC=1C=C(COC=2C=C3N(C(N2)=O)CC2N3CCNC2)C=C(C1OC=1C=NC=C(C1)C(F)(F)F)F